5-(5-amino-6-(1-isopropyl-6-oxo-1,6-dihydropyridin-3-yl)pyrazin-2-yl)-1-methylIndolin-2-one NC=1N=CC(=NC1C1=CN(C(C=C1)=O)C(C)C)C=1C=C2CC(N(C2=CC1)C)=O